(S)-N-(1-(furan-2-yl)ethyl)-amide O1C(=CC=C1)[C@H](C)[NH-]